2,4,6-trimethylmethoxybenzenesulfonamide CCOC1=C(C(=CC(=C1)OCC)OCC)S(=O)(=O)N